CO[Si](CCCC=C(C(=O)O)C)(OC)OC.C(C(=C)C)(=O)OCCC[Si](OC)(OC)OC 3-(methacryloyloxy)propyltrimethoxysilane (3-(trimethoxysilyl)-propyl methacrylate)